OB(C=1C=C(C(=O)O)C=CC1)O.OB(C=1C=C(C(=O)O)C=CC1)O.NCCSSCCN cystamine bis(3-dihydroxyboranyl benzoate)